C(C)(C)(C)C1=C(OCC(=O)NC2=CC=C(C=C2)O)C(=CC=C1)C(C)(C)C 2-(2,6-di-tert-butylphenoxy)-N-(4-hydroxyphenyl)acetamide